1,1-dioxo-thietane O=S1(CCC1)=O